(5S,6S)-6-cyclohexyl-5-(4-(4-(dimethoxymethyl)piperidin-1-yl)phenyl)-8,8-difluoro-5,6,7,8-tetrahydronaphthalen-2-ol C1(CCCCC1)[C@H]1[C@H](C=2C=CC(=CC2C(C1)(F)F)O)C1=CC=C(C=C1)N1CCC(CC1)C(OC)OC